[Si](C)(C)(C(C)(C)C)OC1=CC=C(C=C1)OB(O)O (4-((tert-butyl-dimethylsilyl)oxy)phenyl)boric acid